3-(4-bromo-5-((4-(1-(4-((9-cyclopentyl-8-(phenylamino)-9H-purin-2-yl)amino)phenyl)piperidin-4-yl)piperazin-1-yl)methyl)-1-oxoisoindolin-2-yl)piperidine-2,6-dione BrC1=C2CN(C(C2=CC=C1CN1CCN(CC1)C1CCN(CC1)C1=CC=C(C=C1)NC1=NC=C2N=C(N(C2=N1)C1CCCC1)NC1=CC=CC=C1)=O)C1C(NC(CC1)=O)=O